C(C1=CC=CC=C1)OC1=CC(N(C=C1)C1=CC=2C=C3N(C2C=C1)CCN(CC3)C(C)C)=O 4-(benzyloxy)-1-[3-(propan-2-yl)-2,3,4,5-tetrahydro-1H-[1,4]diazepino[1,7-a]indol-9-yl]pyridine-2(1H)-one